C/C(=C/C=O)/CCC=C(C)C (Z,E)-3,7-Dimethyl-2,6-octadienal